2-amino-4-methoxy-N-[(1S,2S)-2-({4-[(1S)-1-(4-methylpiperazin-1-yl)-2,3-dihydro-1H-inden-5-yl]phenyl}methoxy)cyclopentyl]pyridine-3-carboxamide NC1=NC=CC(=C1C(=O)N[C@@H]1[C@H](CCC1)OCC1=CC=C(C=C1)C=1C=C2CC[C@@H](C2=CC1)N1CCN(CC1)C)OC